6-((5-(3,4-difluorophenyl)pyridin-3-yl)oxy)-3-(2-(2-hydroxy-2-methylpropanoyl)-2,7-diazaspiro[3.5]nonan-7-yl)picolinonitrile FC=1C=C(C=CC1F)C=1C=C(C=NC1)OC1=CC=C(C(=N1)C#N)N1CCC2(CN(C2)C(C(C)(C)O)=O)CC1